BrC=1C(=CC(=NC1)C(=O)O)C(=O)O 5-bromopyridine-2,4-dicarboxylic acid